CS(=O)(=O)OC1CNC1 3-((methylsulfonyl)oxy)azetidine